((2-amino-1-methyl-1H-benzo[d]imidazol-5-yl)amino)propan-2-ol NC1=NC2=C(N1C)C=CC(=C2)NCC(C)O